2-(2,5-Dichloro-6-methylpyrimidin-4-yl)propan-2-ol ClC1=NC(=C(C(=N1)C(C)(C)O)Cl)C